OC1=C(N=CC2=CC=CC=C12)C(=O)O 4-hydroxy-isoquinoline-3-carboxylic acid